OC1=C(C=C(C=C1)C1(CCCCCCCCCCC1)C1=CC(=C(C=C1)O)C)C 1,1-bis(4-hydroxy-3-methylphenyl)cyclododecane